6'-(2,5-dichloropyrimidin-4-yl)spiro[cyclobutane-1,1'-isoindolin]-3'-one ClC1=NC=C(C(=N1)C1=CC=C2C(NC3(C2=C1)CCC3)=O)Cl